ClCCNS(=O)(=O)Cl N-(2-chloroethyl)sulfamoyl chloride